(3aS,5aR,7R,8aS,8bR)-2,2,6,6,7,8,8-heptamethyldecahydro-2H-indeno[4,5-b]furan CC1(C[C@H]2[C@@H](O1)[C@@H]1C([C@@H](C([C@@H]1CC2)(C)C)C)(C)C)C